NC1=NC=NC=2N(C3=C(C=CC=C3C21)Br)CC(=O)OCCCC butyl 2-(4-amino-8-bromo-9H-pyrimido[4,5-b]indol-9-yl)acetate